ClC=1C=C2C(=NC(=NC2=C(C1C1=CC(=CC2=CC=CC=C12)O)F)N1CC(C1)N(C)C)N1C2(CC2)CN(CC1)C(=O)OC(C)(C)C tert-Butyl (R or S)-4-(6-chloro-2-(3-(dimethylamino) azetidin-1-yl)-8-fluoro-7-(3-hydroxy-naphthalen-1-yl)quinazolin-4-yl)-4,7-diazaspiro[2.5]octane-7-carboxylate